C(#N)C=1C=C(C=NC1)C(=O)NC1=CC2=CN(N=C2C=C1C(C)(C)O)C1CCC(CC1)CN1CC([C@@H](CC1)C=1C=CC=C2C(=NN(C12)C)C1C(NC(CC1)=O)=O)(F)F 5-Cyano-N-[2-[4-[[(4S)-4-[3-(2,6-dioxo-3-piperidyl)-1-methyl-indazol-7-yl]-3,3-difluoro-1-piperidyl]methyl]cyclohexyl]-6-(1-hydroxy-1-methyl-ethyl)indazol-5-yl]pyridine-3-carboxamide